NCC=1C=C(C=CC1)C=1C=C(C2=C(C(=CO2)COC2=C(C=CC=C2)CC(=O)OCC)C1)NCC1CCCC1 ethyl 2-(2-((5-(3-(aminomethyl)phenyl)-7-((cyclopentylmethyl)amino)benzofuran-3-yl)methoxy)phenyl)acetate